2-((1r,2r)-1-(2-cyanophenyl)-1-(3,4-difluorophenyl)propan-2-yl)-5-hydroxy-N-(isoxazol-4-yl)-1-methyl-6-oxo-1,6-dihydropyrimidine-4-carboxamide C(#N)C1=C(C=CC=C1)[C@H]([C@@H](C)C=1N(C(C(=C(N1)C(=O)NC=1C=NOC1)O)=O)C)C1=CC(=C(C=C1)F)F